7-methyl-1H-indol-6-amine CC=1C(=CC=C2C=CNC12)N